C(CCCCCCCCCCCCCCCCC)(=O)N[C@@H](CCC(=O)[O-])C(=O)[O-].[Na+].[Na+].N1CCC(CC1)N1N=C(C=C1)C(=O)C1=CC=C(C=C1)C(F)(F)F (1-(piperidin-4-yl)-1H-pyrazol-3-yl)(4-(trifluoromethyl)phenyl)methanone di-sodium stearoyl-glutamate